FC1=CC=C(C=C1)N1N=CC(=C1)C=1SC=C(N1)C(=O)N(C(C)C)C1CCNCC1 2-[1-(4-fluorophenyl)-1H-pyrazol-4-yl]-N-(piperidin-4-yl)-N-(propan-2-yl)-1,3-thiazole-4-carboxamide